BrC=1C(=NC(=NC1)NC1=CC(=CC(=C1)Cl)Cl)NC1CCCCC1 5-bromo-N4-cyclohexyl-N2-(3,5-dichlorophenyl)pyrimidine-2,4-diamine